O=C1NC(CCC1N1C(C2=CC=C(C=C2C1=O)NCCCCCCN1N=CC(=C1)C1=NC2=CC(=CC=C2N=C1)N1CCN(CC1)C)=O)=O 2-(2,6-dioxopiperidin-3-yl)-5-((6-(4-(7-(4-methylpiperazin-1-yl)quinoxalin-2-yl)-1H-pyrazol-1-yl)hexyl)amino)isoindoline-1,3-dione